Cl.Cl.CC=1C(=NC=C(C1)C)N[C@H]1C[C@H](NC1)C(C)(C)O 2-[(2S,4S)-4-(3,5-dimethylpyridin-2-ylamino)pyrrolidin-2-yl]propan-2-ol-dihydrochloride